C1(=CC=C(C=C1)N1C(N(C2=NC(=CC=C21)C(=O)O)[C@@H]2CN(CC2)C(=O)OC(C)(C)C)=O)C2=CC=CC=C2 (S)-1-([1,1'-biphenyl]-4-yl)-3-(1-(tert-butoxycarbonyl)pyrrolidin-3-yl)-2-oxo-2,3-dihydro-1H-imidazo[4,5-b]pyridine-5-carboxylic acid